Chloro-2-hydroxypropyl-diallylamin-hydrochlorid Cl.ClC=CCN(CC=C)CC(C)O